ClC1=C(C=NC=C1)S(=O)(=N)\C=C\C1=C(C=CC=C1)Cl (E)-(4-chloropyridin-3-yl)(2-chlorostyryl)(imino)-lambda6-sulfanone